N-(3-((2R,4R)-2,4-dimethylpiperidine-1-carbonyl)-5-hydroxy-4,5,6,7-tetrahydrobenzo[b]thiophen-2-yl)nicotinamide C[C@H]1N(CC[C@H](C1)C)C(=O)C=1C2=C(SC1NC(C1=CN=CC=C1)=O)CCC(C2)O